ClC=1C=NC(=C2C(C=C(N(C12)C1=C(C=C(C=C1Cl)O)Cl)C)=O)OCC(=O)N 2-((8-Chloro-1-(2,6-dichloro-4-hydroxyphenyl)-2-methyl-4-oxo-1,4-dihydro-1,6-naphthyridin-5-yl)oxy)acetamide